3-trifluoromethyl-6-fluoropyrazolo[1,5-a]quinoxalin-4(5H)-one FC(C=1C=NN2C1C(NC1=C(C=CC=C21)F)=O)(F)F